N-(3-(5-((1-ethylpiperidin-4-yl)(methyl)amino)-3-(pyrimidin-5-yl)-1H-pyrrolo[3,2-b]pyridin-1-yl)-2,4-difluorophenyl)propane-1-sulfonamide hydrochloride salt Cl.C(C)N1CCC(CC1)N(C1=CC=C2C(=N1)C(=CN2C=2C(=C(C=CC2F)NS(=O)(=O)CCC)F)C=2C=NC=NC2)C